C(C)N1CCN(CC1)C=1C=CC(=NC1)[N+](=O)[O-] 5-(4-ethylpiperazin-1-yl)-2-nitropyridine